COC=1C=C(C=CC1)C=1N=C2N(C(C1)=O)C=C(C=C2)N2CCNCC2 2-(3-methoxyphenyl)-7-(piperazin-1-yl)-4H-pyrido[1,2-a]pyrimidin-4-one